(S)-2-(6-chloro-2-((R)-3,3,3-trifluoro-2-hydroxy-2-methylpropionyl)-1,2,3,4-Tetrahydroisoquinolin-8-yl)pyrrolidine-1-carboxylic acid tert-butyl ester C(C)(C)(C)OC(=O)N1[C@@H](CCC1)C=1C=C(C=C2CCN(CC12)C([C@@](C(F)(F)F)(C)O)=O)Cl